C(C)SC=1OC2=C(C=C(C=C2C(C1)=O)C(=O)OC)C(C)O methyl 2-(ethylsulfanyl)-8-(1-hydroxyethyl)-4-oxo-4H-chromene-6-carboxylate